4-((1-Benzylpiperidin-4-yl)(methyl)amino)-5-ethyl-N-(6-fluoropyridin-2-yl)thiophene-2-sulfonamide C(C1=CC=CC=C1)N1CCC(CC1)N(C=1C=C(SC1CC)S(=O)(=O)NC1=NC(=CC=C1)F)C